FC1(CN(CC(C1)C(NNC(=O)C=1C(=CC2=C(N(C([C@H](CS2)NC(=O)OC(C)(C)C)=O)CC2=CC=C(C=C2)Cl)C1)F)=O)C(=O)OCC1=CC=CC=C1)F benzyl 3,3-difluoro-5-[[[(3R)-3-(tert-butoxycarbonylamino)-5-[(4-chlorophenyl)methyl]-8-fluoro-4-oxo-2,3-dihydro-1,5-benzothiazepine-7-carbonyl]amino]carbamoyl]piperidine-1-carboxylate